3,4-Dihydroxy-4'-methylchalcone OC=1C=C(C=CC1O)\C=C\C(=O)C1=CC=C(C=C1)C